NC=1N=C2N(N=C(C=C2)C=2C=NC(=C(C(=O)NCC3=C(C=CC(=C3)OC(F)(F)F)F)C2)OC)C1 5-(2-Aminoimidazo[1,2-b]pyridazin-6-yl)-N-(2-fluoro-5-(trifluoromethoxy)benzyl)-2-methoxynicotinamide